(S)-N-(3-(2-(difluoromethoxy)-5-((1-hydroxypropan-2-yl)sulfonyl)phenyl)-1-methyl-1H-pyrazol-4-yl)pyrazolo[1,5-a]pyrimidine-3-carboxamide FC(OC1=C(C=C(C=C1)S(=O)(=O)[C@H](CO)C)C1=NN(C=C1NC(=O)C=1C=NN2C1N=CC=C2)C)F